tert-butyl (S)-4-(6-fluoro-7-(N-(1-methylcyclopropyl)sulfamoyl)-9H-pyrimido[4,5-b]indol-4-yl)-2-methyl-3,6-dihydropyridine-1(2H)-carboxylate FC=1C=C2C3=C(NC2=CC1S(NC1(CC1)C)(=O)=O)N=CN=C3C=3C[C@@H](N(CC3)C(=O)OC(C)(C)C)C